NC1C(CC(CC1)CC)C (4-amino-3-methylcyclohexyl)-ethane